2,3-dibromo-3-(4-trifluoromethyl-phenyl)-1-phenylpropan-1-one BrC(C(=O)C1=CC=CC=C1)C(C1=CC=C(C=C1)C(F)(F)F)Br